C1(CC1)C(C1=NC=C(C(=N1)OC1=CC=CC=C1)C(=O)OCC)O ethyl 2-[cyclopropyl (hydroxy) methyl]-4-phenoxy-pyrimidine-5-carboxylate